(1S,5R)-1-(4-chloro-3-fluorophenyl)-3-aza-bicyclo[3.1.0]hexane ClC1=C(C=C(C=C1)[C@]12CNC[C@@H]2C1)F